(S)-6-amino-2-((S)-2-((R)-2-((S)-2-amino-3-(bicyclo[1.1.1]pentan-1-yl)propanamido)-5-guanidino-pentanamido)-3-phenylpropionamido)hexanamide NCCCC[C@@H](C(=O)N)NC([C@H](CC1=CC=CC=C1)NC([C@@H](CCCNC(=N)N)NC([C@H](CC12CC(C1)C2)N)=O)=O)=O